3-(5-cyano-4-(3-methoxyazetidin-1-yl)pyridin-2-yl)-1-(6-formyl-5-((4-methyl-2-oxopiperazin-1-yl)methyl)pyridin-2-yl)-1-methylurea C(#N)C=1C(=CC(=NC1)NC(N(C)C1=NC(=C(C=C1)CN1C(CN(CC1)C)=O)C=O)=O)N1CC(C1)OC